2-[(8-{6-[(4-cyano-2-fluorophenyl)methoxy]pyridin-2-yl}-3,8-diazabicyclo[3.2.1]octan-3-yl)methyl]-3-(oxolan-3-ylmethyl)-1,3-benzodiazole-5-carboxylic acid C(#N)C1=CC(=C(C=C1)COC1=CC=CC(=N1)N1C2CN(CC1CC2)CC=2N(C1=C(N2)C=CC(=C1)C(=O)O)CC1COCC1)F